(±)-Ethyl 2-(4-(4-(hydroxymethyl)-3-methylisoxazol-5-yl)phenoxy)bicyclo[4.1.0]heptane-7-carboxylate OCC=1C(=NOC1C1=CC=C(OC2C3C(C3CCC2)C(=O)OCC)C=C1)C